Benzyl 4-(5-(3-(2-hydroxyethyl)phenyl)-2-methyl-3-phenylpyrazolo[1,5-a]-pyrimidin-7-yl)piperazine-1-carboxylate OCCC=1C=C(C=CC1)C1=NC=2N(C(=C1)N1CCN(CC1)C(=O)OCC1=CC=CC=C1)N=C(C2C2=CC=CC=C2)C